ClC=1C(=C(SC1Cl)C(=O)OC)C#N methyl 4,5-dichloro-3-cyanothiophene-2-carboxylate